ClC=1C=CC(=C(C1)O)C1=C2C(=C(N=N1)N[C@H]1C(CO1)(C)C)C=NC=C2 5-Chloro-2-(4-{[(4R)-3,3-dimethyloxetan-4-yl]amino}pyrido[3,4-d]pyridazin-1-yl)phenol